C(C)(C)C=1NC=2C(=NC=CC2)N1 2-isopropyl-1H-imidazo[4,5-b]pyridine